1-(3-(aminomethyl)phenyl)-N-(5-((cyclopropylmethoxy)(phenyl)methyl)-2-fluorophenyl)-3-(trifluoromethyl)-1H-pyrazole-5-carboxamide NCC=1C=C(C=CC1)N1N=C(C=C1C(=O)NC1=C(C=CC(=C1)C(C1=CC=CC=C1)OCC1CC1)F)C(F)(F)F